tert-butyl (3S,4S)-3-fluoro-4-((6-(7-methoxyimidazo[1,2-a]pyridin-3-yl)pyridin-2-yl)amino)pyrrolidine-1-carboxylate F[C@H]1CN(C[C@@H]1NC1=NC(=CC=C1)C1=CN=C2N1C=CC(=C2)OC)C(=O)OC(C)(C)C